FC1=C(CN2C(C3=NC=CC=C3C2=O)([2H])[2H])C(=CC(=C1)C=1C2=CN(N=C2C(=CC1)OC[C@@H](C)OC)C)F (R)-6-(2,6-difluoro-4-(7-(2-methoxypropoxy)-2-methyl-2H-indazol-4-yl)benzyl)-6,7-dihydro-5H-pyrrolo[3,4-b]pyridin-5-one-7,7-d2